BrC1=CC=C(C=C1)C=1C=C(C=CC1)C1=CC(=CC(=C1)N1C2=CC=CC=C2C=2C=CC=CC12)N1C2=CC=CC=C2C=2C=CC=CC12 9,9'-(4''-bromo-[1,1':3',1''-terphenyl]-3,5-diyl)bis(9H-carbazole)